FC(C(=O)O)(F)F.O1CCC(CC1)NC(=O)C1(CCN(CC1)S(=O)(=O)C=1C=NC(=CC1)OC\C(=C/F)\CN)C 1-[6-((Z)-2-aminomethyl-3-fluoro-allyloxy)-pyridine-3-sulfonyl]-4-methyl-piperidine-4-carboxylic acid (tetrahydropyran-4-yl)-amide trifluoroacetate salt